2-methoxyethyl (3E)-2,2-dimethyl-3-[3-(6-methylpyridin-2-yl)prop-2-yn-1-ylidene]pyrrolidine-1-carboxylate CC/1(N(CC\C1=C/C#CC1=NC(=CC=C1)C)C(=O)OCCOC)C